CNCCN1C=NC2=CC=C(C=C2C1=O)[N+](=O)[O-] 3-(2-(methylamino)ethyl)-6-nitroquinazolin-4(3H)-one